BrCC=1C=C2CN(CC2=CC1)C(=O)OC(C)(C)C t-butyl 5-(bromomethyl)isoindoline-2-carboxylate